4,4-diamino-2,2-Dimethylbiphenyl NC1(CC(C(=CC1)C1=CC=CC=C1)(C)C)N